C[SiH](O[Si](C)(C)CCCC)C (dimethylsilyloxy)-butyldimethylsilane